2-amino-2-(hydroxymethyl)-1,3-propaandiol, hydrochloride Cl.NC(CO)(CO)CO